2-(3-(8-amino-6-(2-methoxypyridin-3-yl)imidazo[1,2-a]pyrazin-3-yl)-4-methylphenyl)-1,1-difluoropropan-2-ol NC=1C=2N(C=C(N1)C=1C(=NC=CC1)OC)C(=CN2)C=2C=C(C=CC2C)C(C(F)F)(C)O